OCCOC=1C=C(CN2C(C(=CC(=C2)C(=O)N[C@H]2[C@@H](C2)CO)C(=O)NC)=O)C=CC1 1-(3-(2-hydroxyethoxy)benzyl)-N5-((1R,2R)-2-(hydroxymethyl)cyclopropyl)-N3-methyl-2-oxo-1,2-dihydropyridine-3,5-dicarboxamide